NC=1C=C2CN(C(C2=CC1N1CCOCC1)=O)C[C@@H](F)C1CCN(CC1)C(=O)OC(C)(C)C (S)-tert-butyl 4-(2-(5-amino-6-morpholino-1-oxoisoindolin-2-yl)-1-fluoroethyl)piperidine-1-carboxylate